N'-[methylenebis(2,6-diethyl-4,1-phenylene)]bis-[cyclohexanecarboxamide] C(C1=CC(=C(C(=C1)CC)C1(CCCCC1)C(=O)N)CC)C1=CC(=C(C(=C1)CC)C1(CCCCC1)C(=O)N)CC